C1(=CC=CC2=CC=CC=C12)NC(NC(CCCC)=O)=S 3-(1-naphthyl)-1-pentanoyl-thiourea